N1N=NC2=C1C=CC(=C2)CN2C(C1=CC=C(C=C1C2CC2=C(C=NN2C)Cl)C2COC2)=O 2-((1H-benzo[d][1,2,3]triazol-5-yl)methyl)-3-((4-chloro-1-methyl-1H-pyrazol-5-yl)methyl)-5-(oxetan-3-yl)isoindolin-1-one